C(C)(C)(C)OC(NCC(=O)C1OC2=CC=C(C=C2CC1)F)=O N-[2-(6-Fluorochroman-2-yl)-2-oxo-ethyl]Carbamic acid tert-butyl ester